ClC1=CC=C(C=C1)C=1NC(=NN1)S 5-(4-chlorophenyl)-4H-[1,2,4]-triazole-3-thiol